tert-butyl ((S)-1-(5-(((S)-1-cyclopropylethyl)carbamoyl)-2-methoxypyridin-4-yl)-3-methylpyrrolidin-3-yl)carbamate C1(CC1)[C@H](C)NC(=O)C=1C(=CC(=NC1)OC)N1C[C@@](CC1)(C)NC(OC(C)(C)C)=O